ClC=1C(=CC2=C(N=C(N=C2N[C@H](C)C2=C(C(=CC=C2)C(F)(F)F)C)C)N1)C1(CC1)C#N (R)-1-(7-chloro-2-methyl-4-((1-(2-methyl-3-(trifluoromethyl)phenyl)ethyl)amino)pyrido[2,3-d]pyrimidin-6-yl)cyclopropane-1-carbonitrile